NC12CCC(CC1)(CC2)N2N=C1C=C(C=CC1=C2)C(=O)OC methyl 2-(4-aminobicyclo[2.2.2]oct-1-yl)-2H-indazole-6-carboxylate